N,N'-bis(4-butylphenyl)-N,N'-diphenylbenzidine CCCCC1=CC=C(C=C1)N(C2=CC=CC=C2)C3=CC=C(C=C3)C4=CC=C(C=C4)N(C5=CC=CC=C5)C6=CC=C(C=C6)CCCC